Ethyl (7R,8S)-8-((S)-2-(((benzyloxy)carbonyl)amino)-4-(methylthio) butanamido)-1,4-dioxaspiro[4.5]decane-7-carboxylate C(C1=CC=CC=C1)OC(=O)N[C@H](C(=O)N[C@@H]1[C@@H](CC2(OCCO2)CC1)C(=O)OCC)CCSC